NCC=1C=CC(=C(C(=O)NC2=CC=C(C=C2)S(=O)(=O)N2CCN(CC2)C2=NC(=CC(=C2)C(F)(F)F)Cl)C1)O 5-(Aminomethyl)-N-(4-((4-(6-chloro-4-(trifluoromethyl)pyridin-2-yl)piperazin-1-yl)sulfonyl)phenyl)-2-hydroxybenzamide